C(N)(=O)C=1C=CC2=C(N=C(C3=CC=NC=C23)NCCNCC2CC(C2)N(C(OC(C)(C)C)=O)CC2=CC(=C(C=C2)C2=CC=CC=C2)Cl)C1 Tert-butyl (3-(((2-((8-carbamoylbenzo[c][2,6]naphthyridin-5-yl)amino)ethyl)amino)methyl)cyclobutyl)((2-chloro-[1,1'-biphenyl]-4-yl)methyl)carbamate